Methyl 5-(2-(2-chloro-3-fluorophenyl)piperazin-1-yl)pyrazine-2-carboxylate ClC1=C(C=CC=C1F)C1N(CCNC1)C=1N=CC(=NC1)C(=O)OC